COC=O.C(OC)(OCCC)=O methyl propyl carbonate methyl-formate